3-(3-(3,4,5-trimethoxyphenyl)-4,5,6,7-tetrahydro-2H-indazol-2-yl)phenol COC=1C=C(C=C(C1OC)OC)C=1N(N=C2CCCCC12)C=1C=C(C=CC1)O